4-(hydroxymethyl)-1-(4-(trifluoromethoxy)phenyl)-1H-indazole-3-carbonitrile OCC1=C2C(=NN(C2=CC=C1)C1=CC=C(C=C1)OC(F)(F)F)C#N